C(C)OC(=O)C=1N=C2N(C=CC(=C2Br)Cl)C1[N+](=O)[O-].C(#N)CC(=O)C1=CC=C(C(=O)NCC2CCCC2)C=C1 4-(2-cyanoacetyl)-N-(cyclopentylmethyl)benzamide ethyl-8-bromo-7-chloro-3-nitroimidazo[1,2-a]pyridine-2-carboxylate